OC1=CC=C(C=C1)CCN(C(=O)[C@@H](CC(NC(C1=CC=CC=C1)(C1=CC=CC=C1)C1=CC=CC=C1)=O)NC([O-])=O)C [(1R)-1-[2-(4-hydroxyphenyl)ethyl-methyl-carbamoyl]-3-oxo-3-(tritylamino)propyl]carbamate